ClCCCCCCC\C=C\C=C/CCCC (8e,10z)-1-chloro-8,10-pentadecadiene